[Na+].P(=O)(OC1=CC=C(C=C1)[N+](=O)[O-])([O-])[O-].[Na+] p-nitrophenyl phosphate sodium salt